CC1=CC=C(C=N1)C(=O)NC1CCC(CC1)NC1=CC=CC=2N1C=C(N2)C(F)(F)F 6-methyl-N-[(1s,4s)-4-{[2-(trifluoromethyl)imidazo[1,2-a]pyridin-5-yl]amino}cyclohexyl]pyridine-3-carboxamide